8-amino-6,6-dimethyl-1,4-dioxaspiro[4.5]decane-8-carboxylic acid NC1(CC(C2(OCCO2)CC1)(C)C)C(=O)O